dioleoyl-phosphocholine C(CCCCCCC\C=C/CCCCCCCC)(=O)C(OP(=O)([O-])O)(C[N+](C)(C)C)C(CCCCCCC\C=C/CCCCCCCC)=O